[C@H]12COC[C@H](CNC1)N2C2=CC=CC(=N2)C2=NC1=CC(=NC=C1C=C2)CNC(C2=CC(=C(C=C2)C2CC2)S(=O)(=O)C)=O N-((2-(6-((1R,5S)-3-oxa-7,9-diazabicyclo[3.3.1]nonan-9-yl)pyridin-2-yl)-1,6-naphthyridin-7-yl)methyl)-4-cyclopropyl-3-(methylsulfonyl)benzamide